CC(C(C)C)(CCC[Si](O[Si](C)(C)C)(C)C)OC(C(C)C)(C)CCC[Si](C)(C)O[Si](C)(C)C methyl-(3-dimethyl-(trimethylsiloxy) silylpropyl)-2-methylpropyl ether